C(#N)C1=CC=C(C=N1)C=1C=C2N(N=CC(=C2NC(C)C)C(=O)NC2CCC(CC2)C(NC)=O)C1 6-(6-cyanopyridin-3-yl)-4-(isopropylamino)-N-((1r,4r)-4-(methylcarbamoyl)cyclohexyl)pyrrolo[1,2-b]pyridazine-3-carboxamide